12-[2-(2-ethyl-phenyl)-benzofuran-6-yloxy]-dodecane-1-ol C(C)C1=C(C=CC=C1)C=1OC2=C(C1)C=CC(=C2)OCCCCCCCCCCCCO